ClC=1C=C(C=CC1Cl)NC(N(C)C1=CC=2OC(C(=CC2S1)C(=O)O)=O)=O 2-(3-(3,4-dichlorophenyl)-1-methylureido)-5-oxo-5H-thieno[3,2-b]Pyran-6-carboxylic acid